silver-copper-tungsten [W].[Cu].[Ag]